BrC=1C(=CC2=C(N=CN2C2=NC(=C(C=C2)C(F)F)N2N=C(C=C2C)C#N)C1)NC(=O)NC=1N=NC(=CC1)C 1-[6-bromo-3-[6-(3-cyano-5-methyl-pyrazol-1-yl)-5-(difluoromethyl)-2-pyridyl]benzimidazol-5-yl]-3-(6-methylpyridazin-3-yl)urea